C(C)OC(=O)C1CCC(CC1)C=1C=C2C(=NC(=NC2=CC1OC)C)NC(C)C1=CC(=CC(=C1)C(F)(F)F)N 4-(4-((1-(3-amino-5-(trifluoromethyl)phenyl)ethyl)amino)-7-methoxy-2-methyl-quinazolin-6-yl)cyclohexane-1-carboxylic acid ethyl ester